(R)-N-((3-chloro-5-cyano-4-(((2R,3R)-4-(dimethylamino)-1-((4-fluorophenyl)thio)-3-methoxybutan-2-yl)amino)phenyl)sulfonyl)-2-methyltetrahydro-2H-pyran-2-carboxamide ClC=1C=C(C=C(C1N[C@@H](CSC1=CC=C(C=C1)F)[C@@H](CN(C)C)OC)C#N)S(=O)(=O)NC(=O)[C@@]1(OCCCC1)C